N-hexanoyl-N-propylAmmonium C(CCCCC)(=O)[NH2+]CCC